N-(5-(1H-pyrazole-4-carbonyl)-5,6-dihydro-4H-pyrrolo[3,4-d]thiazol-2-yl)-2'-chloro-5'-methoxy-6-methyl-[4,4'-bipyridine]-3-carboxamide N1N=CC(=C1)C(=O)N1CC=2N=C(SC2C1)NC(=O)C=1C=NC(=CC1C1=CC(=NC=C1OC)Cl)C